C(C)(C)N1N=C(C=2C=NC(=CC21)NC2=NC(=NC=C2)N2CCC(CC2)OC)N2CCC(CC2)N(C)CC=2C=C(C=CC2)C2C(NC(CC2)=O)=O 3-(3-(((1-(1-isopropyl-6-((2-(4-methoxypiperidin-1-yl)pyrimidin-4-yl)amino)-1H-pyrazolo[4,3-c]pyridin-3-yl)piperidin-4-yl)(methyl)amino)methyl)phenyl)piperidine-2,6-dione